(1-(4-(dimethylamino)phenyl)-5-hydroxy-2-methyl-4-((4-methylpiperidin-1-yl)methyl)-1H-indol-3-yl)ethan-1-one CN(C1=CC=C(C=C1)N1C(=C(C2=C(C(=CC=C12)O)CN1CCC(CC1)C)C(C)=O)C)C